C[Si](CCC(F)(F)F)(C)N[Si](CCC(F)(F)F)(C)C 3-[[[Dimethyl(3,3,3-trifluoropropyl)silyl]amino]dimethylsilyl]-1,1,1-trifluoropropane